5-(4,4,5,5-tetramethyl-1,3,2-dioxaborolan-2-yl)-2-(1,2,2-trimethylpyrrolidin-3-yl)benzo[d]thiazole CC1(OB(OC1(C)C)C=1C=CC2=C(N=C(S2)C2C(N(CC2)C)(C)C)C1)C